(3-ethyl-6-methoxybenzo[d]isoxazol-5-yl)benzenesulfonamide C(C)C1=NOC2=C1C=C(C(=C2)OC)C2=C(C=CC=C2)S(=O)(=O)N